N-(3-(7H-benzo[c]carbazol-8-yl)-5-chloro-4-methylphenyl)-N-(2',4',6'-trimethyl-[1,1'-biphenyl]-4-yl)-[1,1':3',1''-terphenyl]-5'-amine C1=CC=CC=2C=CC=3NC=4C(=CC=CC4C3C21)C=2C=C(C=C(C2C)Cl)N(C=2C=C(C=C(C2)C2=CC=CC=C2)C2=CC=CC=C2)C2=CC=C(C=C2)C2=C(C=C(C=C2C)C)C